N-[3-[[(1,1-dimethylethoxy)carbonyl]amino]-2-methylpropyl]carbamic acid chloromethyl ester ClCOC(NCC(CNC(=O)OC(C)(C)C)C)=O